5-fluoro-6-[(1S)-2,2,2-trifluoro-1-methyl-ethoxyl-3-pyridyl]-7-methyl-[1,2,4]triazolo[4,3-b]pyridazine FN1N2C(=CC(=C1C=1C(=NC=CC1)O[C@H](C(F)(F)F)C)C)N=NC2